C(C1=CC=CC=C1)N(S(=O)=O)C=CC1=CC=C(C=C1)OC N-benzyl-N-(4-methoxyphenyl)vinylsulfonamide